CON=C(CCC1=CC(=C(OC(C(=O)O)(C)C)C(=C1)C)C)C1=CC=C(C=C1)OC(F)(F)F 2-(4-(3-(methoxyimino)-3-(4-(trifluoromethoxy)phenyl)propyl)-2,6-dimethylphenoxy)-2-methylpropanoic acid